1-{[(2s,3s)-5-oxo-3-(trifluoromethyl)pyrrolidin-2-yl]methoxy}-7-(prop-2-yloxy)isoquinoline-6-carboxamide O=C1C[C@@H]([C@H](N1)COC1=NC=CC2=CC(=C(C=C12)OC(C)C)C(=O)N)C(F)(F)F